tert-Butyl ((S)-3-(3-(Cyclopropylsulfonyl)phenoxy)-2-hydroxypropyl)((R)-8-((1-methyl-2,3-dihydro-1H-pyrido[2,3-b][1,4]oxazin-7-yl)sulfonyl)-1-oxa-8-azaspiro[4.5]decan-3-yl)carbamate C1(CC1)S(=O)(=O)C=1C=C(OC[C@H](CN(C(OC(C)(C)C)=O)[C@H]2COC3(C2)CCN(CC3)S(=O)(=O)C3=CC2=C(OCCN2C)N=C3)O)C=CC1